ClC1=C(CN2N=C(N=N2)C2=CC=CC(=N2)[C@@](CS(=O)(=O)N)(C)O)C(=CC=C1)Cl (R)-2-(6-(2-(2,6-dichlorobenzyl)-2H-tetrazol-5-yl)pyridin-2-yl)-2-hydroxypropane-1-sulfonamide